C1(=CC(=CC=C1)ONC1=CC=CC=C1)ONC1=CC=CC=C1 4'-[1,3-phenylenedi(oxy)]bis-aniline